5-(5-methyl-1H-pyrazol-3-yl)imidazolidine-2,4-dione CC1=CC(=NN1)C1C(NC(N1)=O)=O